C(CC)N(CCN1CN(CN(C1)CCN(CCC)CCC)CCN(CCC)CCC)CCC 1,3,5-tris(N,N-dipropyl-2-aminoethyl)hexahydro-s-triazine